5-morpholinopyrazolo[1,5-a]pyrimidine-3-carboxamide hydrochloride Cl.O1CCN(CC1)C1=NC=2N(C=C1)N=CC2C(=O)N